6-(2,6-diazaspiro[3.3]heptan-2-yl)-N-(3,4-dichloro-2-fluoro-phenyl)quinazolin-4-amine C1N(CC12CNC2)C=2C=C1C(=NC=NC1=CC2)NC2=C(C(=C(C=C2)Cl)Cl)F